t-butyl (3aR,6aS)-5-oxo-octahydrocyclopenta[c]pyrrolecarboxylate O=C1C[C@@H]2[C@@H](C(NC2)C(=O)OC(C)(C)C)C1